O1C(=CC=C1)C=1C=C2C(C(=COC2=CC1)C(C)C)=O 6-(2-furyl)-3-isopropyl-chromone